tert-butyl (1-(5-aminopyridin-2-yl)azetidin-3-yl)carbamate NC=1C=CC(=NC1)N1CC(C1)NC(OC(C)(C)C)=O